F[P-](F)(F)(F)(F)F.OC1=CC=C(C=C1)[S+](C)CC1=CC=CC2=CC=CC=C12 4-hydroxyphenyl-(α-naphthylmethyl)methylsulfonium hexafluorophosphate